((1s,4s)-4-((2,2-difluoroethyl)amino)cyclohexyl)-2-(1H-imidazol-1-yl)-5H-pyrrolo[3,2-d]pyrimidine-4-carboxamide FC(CNC1CCC(CC1)N1C=CC=2N=C(N=C(C21)C(=O)N)N2C=NC=C2)F